CON=C1/C(/CC2=CC=C(C=C12)OC)=C/C1=CC=C(C=C1)F ((E)-4-fluorobenzylidene)-6-methoxy-2,3-dihydro-1H-inden-1-one-O-methyl oxime